(2s,4s)-2-(6-(3-cyclobutylphenyl)-2-azaspiro[3.3]heptane-2-carbonyl)-7-oxa-5-azaspiro[3.4]octan-6-one C1(CCC1)C=1C=C(C=CC1)C1CC2(CN(C2)C(=O)C2CC3(C2)NC(OC3)=O)C1